4-(1-cyclopropyl-1H-indol-3-yl)-N-phenylpyrimidin-2-amine C1(CC1)N1C=C(C2=CC=CC=C12)C1=NC(=NC=C1)NC1=CC=CC=C1